O=C1NC(CCC1N1C(=NC2=CC=CC(=C2C1=O)NCC1=CC=C(CN2[C@@H](CN(CC2)C2=NC=C(C#N)C=C2)C)C=C1)C)=O 6-((3R)-4-(4-(((3-(2,6-dioxopiperidin-3-yl)-2-methyl-4-oxo-3,4-dihydroquinazolin-5-yl)amino)methyl)benzyl)-3-methylpiperazin-1-yl)nicotinonitrile